CS(=O)(=O)OC[C@@H]1[C@H](CC1)CO[Si](C)(C)C(C)(C)C ((1S,2S)-2-(((TERT-BUTYLDIMETHYLSILYL)OXY)METHYL)CYCLOBUTYL)METHYL METHANESULFONATE